C(CCCCCCCC)OCCCN1C=[N+](C=C1)CCCOCCCCCCCCC 1,3-bis(3-nonyloxypropyl)imidazolium